C(C1=CC=CC=C1)[C@H]1N(C(OC1)=O)C(CCC(=O)OC(C)(C)C)=O (R)-tert-Butyl 4-(4-benzyl-2-oxooxazolidin-3-yl)-4-oxobutanoate